C1(CC(CCCC)O1)=O gamma-heptanlactone